(3-bromopyrazin-2-yl)[4-(trifluoromethyl)phenyl]methanol BrC=1C(=NC=CN1)C(O)C1=CC=C(C=C1)C(F)(F)F